(S)-1-(4-fluorophenyl)-N-((3S,4S)-4-fluoropyrrolidin-3-yl)-3,4-dihydroisoquinoline-2(1H)-carboxamide FC1=CC=C(C=C1)[C@@H]1N(CCC2=CC=CC=C12)C(=O)N[C@H]1CNC[C@@H]1F